4-chloro-7-methoxy-1H-pyrrolo[3,2-c]pyridine ClC1=NC=C(C2=C1C=CN2)OC